(S)-N-(2,3-difluoro-5-methyl-4-((3-(2-(piperidin-3-ylamino)pyrimidin-4-yl)pyridin-2-yl)oxy)phenyl)-1-phenylmethanesulfonamide FC1=C(C=C(C(=C1F)OC1=NC=CC=C1C1=NC(=NC=C1)N[C@@H]1CNCCC1)C)NS(=O)(=O)CC1=CC=CC=C1